4-fluoro-2-(5-nitro-2-(trifluoromethyl)phenyl)-2H-1,2,3-triazole FC1=NN(N=C1)C1=C(C=CC(=C1)[N+](=O)[O-])C(F)(F)F